N1(CCC[C@H]2CCCC[C@H]12)C([C@@H](CN)N(CC1=C(C=C(C=C1)OC)F)C1CC1)=O (2R)-1-[(4aR,8aS)-decahydroquinolin-1-yl]-3-amino-2-{cyclopropyl[(2-fluoro-4-methoxyphenyl)methyl]amino}propan-1-one